FC1=CC=C(CN2C(C(C3=CC=CC=C23)(O)C2=CC=C(C=C2)S(=O)(=O)N)=O)C=C1 4-(1-(4-fluorobenzyl)-3-hydroxy-2-oxoindolin-3-yl)benzenesulfonamide